5-(4-bromophenyl)-3H-1,2-dithiole-3-thione BrC1=CC=C(C=C1)C1=CC(SS1)=S